1,3-di-t-butyl-4,6-benzenediol C(C)(C)(C)C1=CC(=C(C=C1O)O)C(C)(C)C